CN1N=CC(=C1)C=1C=C2C=C(N=CC2=CC1)NC(CN1[C@@H](CCC1)C)=O (R)-N-(6-(1-methyl-1H-pyrazol-4-yl)isoquinolin-3-yl)-2-(2-methylpyrrolidin-1-yl)acetamide